ClC1=C(C=CC(=C1)CN1CCN(CC1)C)N1N=CC(=C1)C1=NC(=NC=C1C#N)NC1CCN(CC1)C(=O)OC(C)(C)C tert-Butyl 4-((4-(1-(2-chloro-4-((4-methylpiperazin-1-yl)methyl)phenyl)-1H-pyrazol-4-yl)-5-cyanopyrimidin-2-yl)amino)piperidine-1-carboxylate